C(C)(C)(C)OC(=O)N1CC(C1)CC(=O)O (1-(tert-butoxycarbonyl)azetidin-3-yl)acetic acid